glyoxylate hydrazone C(C=NN)(=O)[O-]